CC(CCN1C(CC[C@H]1CNC1=NC=2N(C=C1)N=CC2C2=C(C=CC=C2)OC)=O)(C)C (S)-1-(3,3-dimethylbutyl)-5-(((3-(2-methoxyphenyl)pyrazolo[1,5-a]pyrimidin-5-yl)amino)methyl)pyrrolidin-2-one